C(CCC)[Mg]CCCC.[Mg] magnesium (dibutyl-magnesium)